ClC1=NC2=CC3=CC=NC=C3C=C2C(=C1)Cl 2,4-dichloro-1,6-diazaanthracene